ClC=1C(=NC(=NC1)NC1=CC(=C(C=C1OC(C)C)N1CCC(CC1)N1CCN(CC1)CC1=CC=C(C=C1)C1C(NC(CC1)=O)=O)C)NC1=C(C=CC=C1)S(=O)(=O)C(C)C 3-(4-((4-(1-(4-((5-chloro-4-((2-(isopropylsulfonyl)phenyl)amino)pyrimidin-2-yl)amino)-5-isopropoxy-2-methylphenyl)piperidin-4-yl)piperazin-1-yl)methyl)phenyl)piperidine-2,6-dione